phenoxyl-acetyl chloride O(C1=CC=CC=C1)CC(=O)Cl